C(C1CO1)NC(=O)C1=CC=CC2=CC=CC=C12 N-glycidyl-naphthalenecarboxamide